6-cyanopyrrolo[3,2-b]pyridine C(#N)C=1C=C2C(=NC1)C=CN2